OC1=C(C(=O)OC)C=C(C(=C1)OC)O methyl 2,5-dihydroxy-4-methoxybenzoate